ClC=1C=CC2=C(N=C(S2)C2CC3(CC(C3)NC(=O)C3=CC(=NC=C3)S(=O)(=O)C3CC3)C2)C1 N-[6-(5-chloro-1,3-benzothiazol-2-yl)spiro[3.3]Heptane-2-yl]-2-cyclopropylsulfonyl-pyridine-4-carboxamide